(2-chloro-3-methoxy-phenyl)-[rel-(3R,9aR)-3-(4,5-dichloro-2-pyridyl)-3,4,6,7,9,9a-hexahydro-1H-pyrazino[2,1-c][1,4]oxazin-8-yl]methanone ClC1=C(C=CC=C1OC)C(=O)N1C[C@@H]2CO[C@H](CN2CC1)C1=NC=C(C(=C1)Cl)Cl |o1:13,16|